[IH2+].CN1C2CC3CC(CC1(C3)C)C2 4,5-dimethyl-4-azaadamantane iodonium salt